2-[5-amino-3-(4-methoxyphenyl)-1H-pyrazol-1-yl]thiazole NC1=CC(=NN1C=1SC=CN1)C1=CC=C(C=C1)OC